5-(trifluoromethyl)-1-(triisopropylsilyl)-1H-pyrrolo[2,3-b]pyridine FC(C=1C=C2C(=NC1)N(C=C2)[Si](C(C)C)(C(C)C)C(C)C)(F)F